C1=CC=CC12CCCC2 spiro[4.4]nonadiene